C(C)(C)(C)OC(=O)N1CCC(=CC1)C=1C=CC=C2C=C(N(C12)CC1CC1)C(=O)OCC ethyl 7-(1-(tert-butoxycarbonyl)-1,2,3,6-tetrahydropyridin-4-yl)-1-(cyclopropylmethyl)-1H-indole-2-carboxylate